(-)-[3-[4-[(1R,5S)-8-Oxa-3-azabicyclo[3.2.1]octan-3-yl]phenyl]azetidin-1-yl]-[3-(1H-pyrazol-5-yl)pyrrolidin-1-yl]methanone [C@H]12CN(C[C@H](CC1)O2)C2=CC=C(C=C2)C2CN(C2)C(=O)N2CC(CC2)C2=CC=NN2